C(C1=CC=CC=C1)OC(=O)N1CCC(CC1)OC1CCC2(CN(C2)C(=O)OC(C)(C)C)CC1 tert-butyl 7-[(1-benzyloxycarbonyl-4-piperidyl)oxy]-2-azaspiro[3.5]nonane-2-carboxylate